C(#N)[C@H]1N(CSC1)C(CNC(=O)C1=CC=NC2=CC=C(C=C12)N1C[C@H](OCCC1)C)=O N-(2-((R)-4-Cyanothiazolidin-3-yl)-2-oxoethyl)-6-((R)-2-methyl-1,4-oxazepan-4-yl)quinoline-4-carboxamide